ClC=1C=C(C=CC1F)[C@@H]1CN2[C@H](CO1)CN(CC2)C(=O)C2=C(C(=CC=C2)C2=C(C=CC=C2)OC)Cl [(3R,9aS)-3-(3-Chloro-4-fluorophenyl)-3,4,6,7,9,9a-hexahydro-1H-pyrazino[2,1-c][1,4]oxazin-8-yl]-[2-chloro-3-(2-methoxyphenyl)phenyl]methanon